OC1=CC=C(C=N1)C(=O)N 6-hydroxypyridine-3-carboxamide